di-tert-butylmethylphosphonium tetraphenylborate C1(=CC=CC=C1)[B-](C1=CC=CC=C1)(C1=CC=CC=C1)C1=CC=CC=C1.C(C)(C)(C)[PH+](C)C(C)(C)C